4-((1s,4r,5r)-5-((4-cyclopropyl-1-(2,6-dichlorophenyl)-1H-pyrazol-5-yl)methoxy)-3-oxo-2-azabicyclo[2.2.1]heptan-2-yl)-2-fluoro-N-((tetrahydro-2H-pyran-4-yl)sulfonyl)benzamide C1(CC1)C=1C=NN(C1CO[C@H]1[C@@H]2C(N([C@H](C1)C2)C2=CC(=C(C(=O)NS(=O)(=O)C1CCOCC1)C=C2)F)=O)C2=C(C=CC=C2Cl)Cl